{4-[(propan-2-yloxy)carbonyl]phenyl}boronic acid CC(C)OC(=O)C1=CC=C(C=C1)B(O)O